((1R,2S)-2-((E)-PROP-1-EN-1-YL)CYCLOPROPYL)METHANESULFONAMIDE C(=C\C)/[C@H]1[C@@H](C1)CS(=O)(=O)N